tert-butyl N-(7-{[N-(3-carbamoyl-1-methyl-1H-pyrazol-4-yl)acetamido]methyl}quinolin-2-yl)carbamate C(N)(=O)C1=NN(C=C1N(C(C)=O)CC1=CC=C2C=CC(=NC2=C1)NC(OC(C)(C)C)=O)C